(1-(4,5-dibromo-2-hydroxybenzyl)piperidin-4-yl)(pyrrolidin-1-yl)methanone BrC1=CC(=C(CN2CCC(CC2)C(=O)N2CCCC2)C=C1Br)O